2-(2,2,2-trifluoro-1-((methylsulfonyl)oxy)ethyl)isonicotinate FC(C(OS(=O)(=O)C)C=1C=C(C(=O)[O-])C=CN1)(F)F